dipalladium (cyclopent-1,3-dien-1-yl-diphenylphosphine) C1(=CC=CC1)P(C1=CC=CC=C1)C1=CC=CC=C1.[Pd].[Pd]